tert-butyl 2-(4-(2,4-difluorobenzyl)-2-(2-isopropylphenyl)-6-oxopiperazin-1-yl)-7-azaspiro[3.5]nonane-7-carboxylate FC1=C(CN2CC(N(C(C2)=O)C2CC3(C2)CCN(CC3)C(=O)OC(C)(C)C)C3=C(C=CC=C3)C(C)C)C=CC(=C1)F